furan-2,5-dicarboxylic acid di-tert-butyl ester C(C)(C)(C)OC(=O)C=1OC(=CC1)C(=O)OC(C)(C)C